FC=1C=C(SC1C1(OCCO1)C)C(C(C(=O)OC)C)C1=CC(=C(C=C1)C)COCC1=CC=C(C=C1)OC methyl 3-[4-fluoro-5-(2-methyl-1,3-dioxolan-2-yl) thiophen-2-yl]3-(3-{[(4-methoxybenzyl) oxy] methyl}-4-methylphenyl)-2-methylpropionate